1,3-dimethyl-5-[3-methylsulfonyl-5-(1-phenylethoxy)phenyl]pyridin-2-one CN1C(C(=CC(=C1)C1=CC(=CC(=C1)OC(C)C1=CC=CC=C1)S(=O)(=O)C)C)=O